ClCC=1N(C2=C(N1)C=CC(=C2)C(=O)OC)CC=2N(C=NC2)C(C)C methyl 2-(chloromethyl)-3-[(3-isopropylimidazol-4-yl)methyl]benzimidazole-5-carboxylate